C(C1=CC=CC=C1)(=O)O.C(C1=CC=CC=C1)(=O)O.OCCOC(C1=CC=C(C(=O)OCCO)C=C1)=O terephthalic acid bis(2-hydroxyethyl)ester dibenzoate